FC1CCC2(C(NC3=CC=C(C=C23)C=2C=C(C(=C(C(=O)NCC=3C(NC(=CC3C)C)=C=O)C2)C)N(C2CCOCC2)CC)=C=O)CC1 5-(4-Fluoro-2'-carbonyl-spiro[cyclohexane-1,3'-indoline]-5'-yl)-N-((4,6-dimethyl-2-carbonyl-1,2-dihydropyridin-3-yl)methyl)-3-(ethyl-(tetrahydro-2H-pyran-4-yl)amino)-2-methylbenzamide